(1r,4r)-4-(4-(3-(4-chloro-2,6-dimethylphenoxy)-5-methylphenyl)-6-methyl-7-oxo-6,7-dihydro-1H-pyrrolo[2,3-c]pyridine-2-carboxamido)cyclohexanecarboxylic acid ClC1=CC(=C(OC=2C=C(C=C(C2)C)C=2C3=C(C(N(C2)C)=O)NC(=C3)C(=O)NC3CCC(CC3)C(=O)O)C(=C1)C)C